FC(C(C(F)(F)F)(O)C1=CC=C(C=C1)C1=C(C=C(C=C1)CN1CC2CCC(C1)N2CC2=CC=NC=C2)C)(F)F 1,1,1,3,3,3-hexafluoro-2-(2'-methyl-4'-((8-(pyridin-4-ylmethyl)-3,8-diazabicyclo[3.2.1]octan-3-yl)methyl)-[1,1'-biphenyl]-4-yl)propan-2-ol